[N+](=O)([O-])C1=NC=2N=C(NC(C2N1)=O)N 8-nitroguanine